ethyl (S)-2-amino-3-(4-(4-((R)-1-(4-chloro-2-(3-methyl-1H-pyrazole-1-yl)phenyl)-2,2,2-trifluoroethoxy)thieno[3,2-d]pyrimidine-7-yl)phenyl)propanoate N[C@H](C(=O)OCC)CC1=CC=C(C=C1)C1=CSC2=C1N=CN=C2O[C@@H](C(F)(F)F)C2=C(C=C(C=C2)Cl)N2N=C(C=C2)C